1-hydroxy-1-methylethyl (p-isopropylphenyl) ketone C(C)(C)C1=CC=C(C=C1)C(=O)C(C)(C)O